benzylidene-benzotriazole C(C1=CC=CC=C1)=C1C=CC=C2N=NN=C21